CN1C=NC(=C1)C1=C(C=CC(=C1)S(=O)(=O)C)C=1C(=NC=CC1C(F)(F)F)N [2-(1-methylimidazol-4-yl)-4-methylsulfonyl-phenyl]-4-(trifluoromethyl)pyridin-2-amine